C(C)(=O)C=1C=C(C=C2C(NC(=NC12)C1CCOCC1)=O)C 8-acetyl-6-methyl-2-(tetrahydro-2H-pyran-4-yl)quinazolin-4(3H)-one